(5-(1-ethyl-4-(pyrrolidin-1-ylmethyl)-1H-pyrrolo[2,3-b]pyridin-6-yl)-1-oxoisoindolin-2-yl)piperidine-2,6-dione C(C)N1C=CC=2C1=NC(=CC2CN2CCCC2)C=2C=C1CN(C(C1=CC2)=O)N2C(CCCC2=O)=O